ClC1=C(C=C(CNC(C(C)C)=O)C=C1)C=1NC(C=C(N1)C=1C=NC(=CC1)OCC)=O N-{4-chloro-3-[4-(6-ethoxypyridin-3-yl)-6-oxo-1,6-dihydropyrimidin-2-yl]benzyl}isobutyramide